(S)-5-Fluoro-4-(4-methyl-3-oxo-3,4-dihydro-2H-pyrido[3,2-b][1,4]oxazin-6-yl)-N-(3-methyl-5-(trifluoromethyl)-1H-pyrazol-4-yl)-2-((1,1,1-trifluoropropan-2-yl)oxy)benzamide FC=1C(=CC(=C(C(=O)NC=2C(=NNC2C(F)(F)F)C)C1)O[C@H](C(F)(F)F)C)C=1C=CC=2OCC(N(C2N1)C)=O